(R)-6-(3-(5-(3-hydroxy-1-methyl-2-oxopyrrolidin-3-yl)isoxazol-3-yl)phenyl)-4-(1-(2-methoxyethyl)-1H-pyrazol-4-yl)picolinamide O[C@@]1(C(N(CC1)C)=O)C1=CC(=NO1)C=1C=C(C=CC1)C1=CC(=CC(=N1)C(=O)N)C=1C=NN(C1)CCOC